heptadecafluoro-1-decanethiol CC(C(C(C(C(C(C(C(C(F)(F)S)(F)F)(F)F)(F)F)(F)F)(F)F)(F)F)(F)F)F